C(C)S(=O)(=O)C1=CC=C(CNC(C)O)C=C1 ((4-(ethylsulfonyl)benzyl)amino)ethanol